FC1(CCC(CC1)NC1=NC(=NC=C1)C=1SC=C(N1)C)F N-(4,4-difluorocyclohexyl)-2-(4-methylthiazol-2-yl)pyrimidin-4-amine